3-(2-chlorophenyl)-2-cyclopropyl-7-fluoro-4-oxo-2,3-dihydro-1H-quinoline-5-carboxylic acid methyl ester COC(=O)C=1C=2C(C(C(NC2C=C(C1)F)C1CC1)C1=C(C=CC=C1)Cl)=O